2,6-dimethyl-3,5-heptanediol dibenzoate C(C1=CC=CC=C1)(=O)OC(C(C)C)CC(C(C)C)OC(C1=CC=CC=C1)=O